P(=O)([O-])([O-])[O-].[Br+].[Br+].[Br+].[Br+].[Br+] pentabromine Phosphate